CC(C)C1=CC=C(C=C1)C=O The molecule is a member of the class of benzaldehydes that is benzaldehyde substituted by an isopropyl group at position 4. It is a component of essential oils from Cumin and exhibits insecticidal activities. It has a role as an insecticide, a volatile oil component and a plant metabolite. It derives from a hydride of a cumene.